6-isopropyl-2-methoxy-3-(3-methoxypropoxy)-10-oxo-5H,6H-pyrido[1,2-h]1,7-naphthyridine-9-carboxylic acid C(C)(C)C1CC=2C=C(C(=NC2C=2N1C=C(C(C2)=O)C(=O)O)OC)OCCCOC